ClC=1C=C2C(=CN=C(C2=CN1)N1[C@@H](CC1)C)C(C(=O)OC)=C methyl (R)-2-(6-chloro-1-(2-methylazetidin-1-yl)-2,7-naphthyridin-4-yl)acrylate